FC(C(C(C(C(C(C(C(C(C(C(C(F)(F)F)(F)F)(F)F)(F)F)(F)F)(F)F)(F)F)(F)F)(F)F)(F)F)(F)F)(CCCCCC)F pentacosafluorooctadecane